C1=C(C=CC2=CC=CC=C12)C1=C(C=CC=C1)O (2-naphthyl)phenol